FC=1C=C(C=C(C1)F)C(C)OC=1C=C2C(=NN(C2=CC1)C1OCCCC1)C1=NC2=C(N1COCC[Si](C)(C)C)CNC2 2-(5-(1-(3,5-difluorophenyl)ethoxy)-1-(tetrahydro-2H-pyran-2-yl)-1H-indazole-3-yl)-1-((2-(trimethylsilyl)ethoxy)methyl)-4,6-dihydropyrrolo[3,4-d]imidazole